ClC=1C=NN2C1C(=CC(=C2)C=2C=NN(C2C)C2CCN(CC2)CC2C(N(C2)C(C=C)=O)(C)C)OC 1-(3-((4-(4-(3-chloro-4-methoxypyrazolo[1,5-a]pyridin-6-yl)-5-methyl-1H-pyrazol-1-yl)piperidin-1-yl)methyl)-2,2-dimethylazetidin-1-yl)prop-2-en-1-one